FC1=C(C=CC(=C1F)OC)C1=CN=C2N1C=CN=C2NC2=CC(=C(C(=O)NCC1CC[N+](CC1)(C)CC(=O)O)C=C2)CC 2-[4-[[[4-[[3-(2,3-difluoro-4-methoxy-phenyl)imidazo[1,2-a]pyrazin-8-yl]amino]-2-ethyl-benzoyl]amino]methyl]-1-methyl-piperidin-1-ium-1-yl]acetic acid